4-bromo-N'-(4-bromobenzoyl)benzoyl-hydrazine BrC1=CC=C(C(=O)NNC(C2=CC=C(C=C2)Br)=O)C=C1